4-amino-7-fluoro-N,1-dimethyl-N-(4-(pentafluoro-lambda~6~-sulfanyl)benzyl)-1H-pyrazolo[4,3-c]quinoline-8-carboxamide NC1=NC=2C=C(C(=CC2C2=C1C=NN2C)C(=O)N(CC2=CC=C(C=C2)S(F)(F)(F)(F)F)C)F